sodium phenyl-porphyrin zinc [Zn].C1(=CC=CC=C1)C1=C2NC(=C1)C=C1C=CC(=N1)C=C1C=CC(N1)=CC=1C=CC(N1)=C2.[Na]